3-bromo-4-nitro-2H-indazole BrC=1NN=C2C=CC=C(C12)[N+](=O)[O-]